ClCCN(C(=O)N[C@H]1[C@H](O)[C@@H](O)[C@H](O)[C@H](O1)CO)N=O 1-(2-chloroethyl)-3-(β-D-glucopyranosyl)-1-nitrosourea